2,5-difluorobenzotrichloride FC1=C(C=C(C=C1)F)C(Cl)(Cl)Cl